C(C)(C)(C)OC(=O)N(C=1SC(=C(N1)C)Br)C(=O)OC(C)(C)C N,N-bis-t-butoxycarbonyl-4-methyl-5-bromo-1,3-thiazol-2-amine